C(C)(C)(C)C=1C(=CC(=C(C1)C(CC(C)C1=C(C=C(C(=C1)C(C)(C)C)O)C)C1=C(C=C(C(=C1)C(C)(C)C)O)C)C)O 1,1,3-tris-(5-tert-butyl-4-hydroxy-2-methylphenyl)butane